ClC1=C(C=CC=C1)C1=C(C=2C(C3=CC=C(C=C3OC2C=C1N)N(CCCC)CCCC)(C1=C(C=CC=C1)C(=O)OC)C1=C(C=CC=C1)C)C(=O)O 2-(2-chlorophenyl)-amino-6-dibutylamino-9-(2-methylphenyl)carboxyl-9-(2-methoxycarbonylphenyl)xanthene